N[C@H](C(=O)N1[C@@H]2[C@H](CC1)[C@@](NC2)(C(=O)O)CCCCB(O)O)CC2=CC=CC=C2 (3AS,4R,6aR)-1-((S)-2-amino-3-phenylpropionyl)-4-(4-dihydroxyboryl-butyl)octahydropyrrolo[3,4-b]pyrrole-4-carboxylic acid